FC1=CC=C(C=C1)[C@H](C(=O)NC1=NC=CC(=C1)C1=C(C2=NC(=CC=C2N1)F)C1=NC=CC=C1)C(C)C |r| (2RS)-2-(4-Fluorophenyl)-N-{4-[5-fluoro-3-(pyridin-2-yl)-1H-pyrrolo[3,2-b]pyridin-2-yl]pyridin-2-yl}-3-methylbutanamid